ClC1=CC=C(C=C1)C1=NN(CCC1C1=CC=CC=C1)\C(\NC(C(=O)N)C)=N/S(=O)(=O)C1=CC=C(C=C1)C(F)(F)F (Z)-2-(3-(4-chlorophenyl)-4-phenyl-N'-((4-(trifluoromethyl)phenyl)sulfonyl)-1,4,5,6-tetrahydropyridazine-1-carboximidamido)propanamide